C(#N)C1=C(C=CC(=C1)C(F)(F)F)N1CCC(CC1)(C(=O)N[C@H]1CN(CC1)C)C=1C=CC(=NC1)C=1C(=NC=C(C1)F)OC 1-[2-cyano-4-(trifluoromethyl)phenyl]-4-{5'-fluoro-2'-methoxy-[2,3'-bipyridin]-5-yl}-N-[(3R)-1-methylpyrrolidin-3-yl]piperidine-4-carboxamide